COC1=C(C=CC=C1OC)C1=CC(=NC2=C(N=CC=C12)C1=CC=NN1)N1CCOCC1 4-(2,3-dimethoxyphenyl)-2-(morpholin-4-yl)-8-(1H-pyrazol-5-yl)-1,7-naphthyridine